N1=C(C=NC2=CC=CC=C12)C=1C=NN(C1)C1CC2(CC(C2)CCN)C1 2-(6-(4-(quinoxalin-2-yl)-1H-pyrazol-1-yl)spiro[3.3]heptan-2-yl)ethan-1-amine